(3-Methyl-3,8-diazabicyclo[3.2.1]octan-8-yl)-N-(3-phenylpropyl)-1H-benzo[d]imidazole-1-carboxamide CN1CC2CCC(C1)N2C2=NC1=C(N2C(=O)NCCCC2=CC=CC=C2)C=CC=C1